(S)-2-(tert-butoxy)-2-(7-(4-chlorophenyl)-2-(3-(1-(1-(methoxycarbonyl)azetidin-3-yl)piperidin-4-yl)-1-methyl-1H-pyrrolo[2,3-b]pyridin-5-yl)-5-methylbenzo[d]thiazol-6-yl)acetic acid C(C)(C)(C)O[C@H](C(=O)O)C1=C(C2=C(N=C(S2)C=2C=C3C(=NC2)N(C=C3C3CCN(CC3)C3CN(C3)C(=O)OC)C)C=C1C)C1=CC=C(C=C1)Cl